OC1=C(C=CC(=C1)C(=O)O)\C=C\C(=O)C1=CC=C(C=C1)C1=CC=CC=C1 hydroxy-4'-phenyl-4-carboxyl-chalcone